[Si](C)(C)(C(C)(C)C)O[C@@H]1C[C@H](N([C@H]1C)C(=O)OC(C)(C)C)C(=O)OC 1-tert-butyl 2-methyl (2S,4R,5S)-4-[(tert-butyldimethylsilyl)oxy]-5-methylpyrrolidine-1,2-dicarboxylate